S(=O)(=O)(O)O.S(=O)(=O)(O)CCCCN1CN(C2=C1C=CC(=C2)C)CCCCS(=O)(=O)O 1,3-bis(4-sulfobutyl)-5-methylbenzimidazole hydrogen sulfate